(z)-4-decenal C(CC\C=C/CCCCC)=O